Diphenylmethane diisocyanate [N-]=C=O.[N-]=C=O.C1(=CC=CC=C1)CC1=CC=CC=C1